((2S,5R)-5-(4-amino-5-fluoro-2-oxo-3,4-dihydropyrimidin-1(2H)-yl)-1,3-oxathiolan-2-yl) methylbenzyl ((R)-2-(benzyloxy)-3-(octadecyloxy) propyl) phosphate P(=O)(O[C@@H]1O[C@H](CS1)N1C(NC(C(=C1)F)N)=O)(OC(C1=CC=CC=C1)C)OC[C@@H](COCCCCCCCCCCCCCCCCCC)OCC1=CC=CC=C1